N(=[N+]=[N-])CC1=NN2C(CN(CCC2)C2=NC(=NC3=C(C=C(C(=C23)OC)F)F)OC[C@]23CCCN3C[C@@H](C2)F)=C1 2-(azidomethyl)-5-(6,8-difluoro-2-(((2R,7aS)-2-fluorotetrahydro-1H-pyrrolizin-7a(5H)-yl)methoxy)-5-methoxyquinazolin-4-yl)-5,6,7,8-tetrahydro-4H-pyrazolo[1,5-a][1,4]diazepine